ethyl 2-[(1R,3S)-1-({2'-hydroxy-[1,1'-biphenyl]-3-yl}methyl)-3-{N-[(4-methoxyphenyl)methyl]methanesulfonamido}cyclopentyl]-5-methyl-1,3-oxazole-4-carboxylate OC1=C(C=CC=C1)C1=CC(=CC=C1)C[C@]1(C[C@H](CC1)N(S(=O)(=O)C)CC1=CC=C(C=C1)OC)C=1OC(=C(N1)C(=O)OCC)C